C[N+](CCCNC(C(=C)C)=O)(CC)CC N-[3-(methyldiethylammonio)propyl]methacrylamide